3-HYDROXY-5-(METHYLTHIO)BENZALDEHYDE OC=1C=C(C=O)C=C(C1)SC